4H-spiro[benzo[b][1,4]dioxepin-3,1'-cyclohexane]-4'-one C12(CCC(CC1)=O)COC1=C(OC2)C=CC=C1